3,6-difluoro-N-[(1s,4s)-4-{[6-chloro-2-(trifluoromethyl)quinolin-4-yl]amino}cyclohexyl]pyridine-2-carboxamide FC=1C(=NC(=CC1)F)C(=O)NC1CCC(CC1)NC1=CC(=NC2=CC=C(C=C12)Cl)C(F)(F)F